(Z)-2-(4-((6-chloro-7-methyl-1H-indol-3-yl)methylene)-2,5-dioxoimidazolidin-1-yl)-2-(4-cyano-3-fluorophenyl)-N-(2-hydroxyethyl)acetamide ClC1=CC=C2C(=CNC2=C1C)\C=C\1/NC(N(C1=O)C(C(=O)NCCO)C1=CC(=C(C=C1)C#N)F)=O